The molecule is zwitterionic form of L-threo-3-phenylserine arising from transfer of a proton from the carboxy to the alpha-amino group; major species at pH 7.3. It is a tautomer of a L-threo-3-phenylserine. C1=CC=C(C=C1)[C@@H]([C@@H](C(=O)[O-])[NH3+])O